N-(4-(3-isopropyl-2-(8-methoxy-[1,2,4]triazolo[1,5-a]pyridin-6-yl)-1H-indol-5-yl)cyclohexyl)acetamide C(C)(C)C1=C(NC2=CC=C(C=C12)C1CCC(CC1)NC(C)=O)C=1C=C(C=2N(C1)N=CN2)OC